C(C)N=P(N1CCCC1)(N1CCCC1)N1CCCC1 ethylimino-tris(pyrrolidino)phosphorane